5-(4-chloro-2-fluorophenyl)isoindolin ClC1=CC(=C(C=C1)C=1C=C2CNCC2=CC1)F